FC(C1CC(C1)(C(=O)O)C(=O)O)(F)F 3-(trifluoromethyl)cyclobutane-1,1-dicarboxylic acid